silicon fluorine hydride F.[Si]